C(#N)C1=CC=2C(=CN=CC2C2=C(C=C(C=C2)NS(=O)(=O)C)C=2C(=NN(C2)CC)C(F)(F)F)S1 N-(4-(2-Cyanothieno[2,3-c]pyridin-4-yl)-3-(1-ethyl-3-(trifluoromethyl)-1H-pyrazol-4-yl)phenyl)methanesulfonamide